(2-((3-(3-cyanophenyl)quinoxalin-2-yl)amino)ethyl)-N-methylisobutyramide C(#N)C=1C=C(C=CC1)C=1C(=NC2=CC=CC=C2N1)NCCC(C(=O)NC)(C)C